BrC=1C=C2C(=NN(C2=C(C1)CC)CC(=O)OC(C)(C)C)I tert-Butyl 2-(5-bromo-7-ethyl-3-iodo-1H-indazol-1-yl)acetate